FC(C1=CC=C(OC2=C3C=CC=CC3=CC=C2)C=C1)(F)F 5-(4-(trifluoromethyl)phenoxy)naphthalene